C(C=C)(=O)OOC monomethoxy monoacrylate